C(C1=CC=CC=C1)OCC(CC=C)(C)NC1=NC(=C(C=C1C(F)(F)F)[N+](=O)[O-])C=1OC(=NN1)[C@](CCC=C)(C(F)(F)F)OCC1=CC=CC=C1 N-[1-(benzyloxymethyl)-1-methyl-but-3-enyl]-6-[5-[(1R)-1-benzyloxy-1-(trifluoromethyl)pent-4-enyl]-1,3,4-oxadiazol-2-yl]-5-nitro-3-(trifluoromethyl)pyridin-2-amine